ClC1=CC=C(C=C1)C(=O)[Si](C)(C)C 4-chlorophenyl-(trimethylsilyl)methanone